S1C(=NC2=C1C=CC=C2)N(C(=O)N(C)C2=NC(=CC=C2)C2=NN=CN2C(C)C)C 1-(benzo[d]thiazol-2-yl)-3-(6-(4-isopropyl-4H-1,2,4-triazol-3-yl)pyridin-2-yl)-1,3-dimethylurea